1-(6-(pyrimidin-5-yl)quinolin-2-yl)piperidine-4-carboxylic acid hydrochloride Cl.N1=CN=CC(=C1)C=1C=C2C=CC(=NC2=CC1)N1CCC(CC1)C(=O)O